ClC1=NC(=CC(=C1)C([C@@H]1CC[C@H](CC1)C(=O)O)(F)F)N1CCN(CC1)S(=O)(=O)C1=CC=C(C=C1)N1C(C[C@H](C1)NC(=O)OC(C)(C)C)=O trans-4-[[2-chloro-6-[4-[4-[(4R)-4-(tert-butoxycarbonylamino)-2-oxo-pyrrolidin-1-yl]phenyl]sulfonylpiperazin-1-yl]-4-pyridinyl]-difluoro-methyl]cyclohexanecarboxylic acid